BrC1=NN(C2=CC=C(C=C12)C(=O)OC)C1CCOCC1 methyl 3-bromo-1-(tetrahydro-2H-pyran-4-yl)-1H-indazole-5-carboxylate